FC(S(=O)(=O)OC1=CC(=CC(=C1)C(F)(F)F)C(=O)N(C(C)C1=NC=NN1C1=NC=CC=N1)CC1CC1)(F)F 3-[[(Cyclopropylmethyl)[1-[1-(2-pyrimidinyl)-1H-1,2,4-triazol-5-yl]ethyl]amino]carbonyl]-5-(trifluoromethyl)phenyl 1,1,1-trifluoromethanesulfonate